3-Bromo-5-(2,2,2-trifluoroethyl)thieno[2,3-d]pyridazin-4(5H)-one BrC1=CSC=2C=NN(C(C21)=O)CC(F)(F)F